BrC1=CC=C(OC2CN(C2)CC2OC(OC2)(C)C)C=C1 3-(4-bromophenoxy)-1-((2,2-dimethyl-1,3-dioxolan-4-yl)methyl)azetidine